4-(5-(trifluoromethyl)pyridin-3-yl)aniline FC(C=1C=C(C=NC1)C1=CC=C(N)C=C1)(F)F